6-methyl-4,5-dihydro-1,2,4-triazin-3(2H)-one CC=1CNC(NN1)=O